Zirconium laurate C(CCCCCCCCCCC)(=O)[O-].[Zr+4].C(CCCCCCCCCCC)(=O)[O-].C(CCCCCCCCCCC)(=O)[O-].C(CCCCCCCCCCC)(=O)[O-]